3-(tetrahydro-2H-pyran-4-yl)propanal O1CCC(CC1)CCC=O